FC(C1=NC=CC(=C1)C1=NC(=C(C=C1)OCC1(CCC(CC1)(F)F)N)C(F)F)F 1-(((2',6-Bis(difluoromethyl)-[2,4'-bipyridyl]-5-yl)oxy)methyl)-4,4-difluorocyclohexane-1-amine